BrC1=CC(=C(C(=O)N2COC3=C(C2)C=CC(=C3C3=CC(=C(C(=O)OC)C=C3F)N3CCOCC3)F)C(=C1)Cl)Cl Methyl 4-[3-(4-bromo-2,6-dichlorobenzoyl)-7-fluoro-2,4-dihydro-1,3-benzoxazin-8-yl]-5-fluoro-2-morpholine-4-ylbenzoate